4-bromo-1,3-benzodioxole BrC1=CC=CC=2OCOC21